CC=1N(C=CN1)CCCN(CCC(=O)OCCSCCCCCCCCCCCCCC)CCC(=O)OCCSCCCCCCCCCCCCCC bis(2-(tetradecylthio)ethyl) 3,3'-((3-(2-methyl-1H-imidazol-1-yl)propyl)azanediyl)dipropionate